C(C=C)N1C2=C(OCC1)C=CC(=C2)N 4-allyl-6-amino-2H-benzo[B][1,4]oxazine